butyl(4-methylphenylethyl)phosphinat C(CCC)P([O-])(=O)CCC1=CC=C(C=C1)C